FC1=CC=C(C=C1)C1=NOC(=C1COC=1N=CC(=NC1)C1=NN=C2COCCN21)C 3-(5-((3-(4-fluorophenyl)-5-methylisoxazol-4-yl)methoxy)pyrazin-2-yl)-5,6-dihydro-8H-[1,2,4]triazolo[3,4-c][1,4]oxazine